C(C)(C)(C)NC1=NC(=C(C(=O)NC2=CC(=CC=C2)S(=O)(=O)C2CCCC2)C=C1)N1CCC2(CC2)CC1 6-(tert-butylamino)-N-(3-(cyclopentylsulfonyl)phenyl)-2-(6-azaspiro[2.5]oct-6-yl)nicotinamide